CN1C(=NC2=C1C=C(C=C2)B2OC(C(O2)(C)C)(C)C)CCC#N 3-(1-methyl-6-(4,4,5,5-tetramethyl-1,3,2-dioxaborolan-2-yl)-1H-benzo[d]imidazol-2-yl)propionitrile